2-(2-hydroxy-1,1,1,3,3,3-hexa-fluoropropyl)-1-naphthol OC(C(F)(F)F)(C(F)(F)F)C1=C(C2=CC=CC=C2C=C1)O